thieno[3,2-b]pyridine-2-carboxylate S1C(=CC2=NC=CC=C21)C(=O)[O-]